C(#N)[C@@H]1[C@H](COCC1)N1N=C(C(=C1)C(=O)N)NC1=CC(=NC(=C1)OC)F |o1:2,3| ((3R,4S) or (3S,4R)-4-cyanotetrahydro-2H-pyran-3-yl)-3-((2-fluoro-6-methoxypyridin-4-yl)amino)-1H-pyrazole-4-carboxamide